FC(C1=CN=C(S1)COC1=C(C=CC(=N1)C1=CC(=C(CC2=NC3=C(N2C[C@H]2OCC2)C=C(C=C3)C(=O)O)C=C1F)F)F)F (S)-2-(4-(6-((5-(difluoromethyl)thiazol-2-yl)methoxy)-5-fluoropyridin-2-yl)-2,5-difluorobenzyl)-1-(oxetan-2-ylmethyl)-1H-benzo[d]imidazole-6-carboxylic acid